C1=NC=CC=2NC=3C=C(C=CC3C21)C=2C=CC(=NC2)OCCOCCOCCOCCOCCOC2=CC(=C(C=N2)C(=O)O)C(=O)O 6-((14-((5-(5H-pyrido[4,3-b]indol-7-yl)pyridin-2-yl)oxy)-3,6,9,12-tetraoxatetradecyl)oxy)pyridine-3,4-dicarboxylic Acid